3-(3-Bromopyrazolo[1,5-a]pyridin-5-yl)-2-(5-fluoropyridin-2-yl)-6,6-dimethyl-6,7-dihydro-4H-pyrazolo[5,1-c][1,4]oxazine BrC=1C=NN2C1C=C(C=C2)C=2C(=NN1C2COC(C1)(C)C)C1=NC=C(C=C1)F